3-methyl-1,2-cyclopentenedione CC=1C(C(CC1)=O)=O